ClC=1C=NC(=NC1)N1CCC(CC1)CCCOC1=CC(=C(C=C1)CC(=O)NCCCCCC(=O)N1C[C@@H]([C@H](C1)O)O)F 2-[4-[3-[1-(5-chloropyrimidin-2-yl)-4-piperidyl]propoxy]-2-fluoro-phenyl]-N-[6-[(3S,4S)-3,4-dihydroxypyrrolidin-1-yl]-6-oxo-hexyl]acetamide